N4-(1-β-D-arabinofuranosyl-2-oxo-1,2-dihydropyrimidin-4-yl)-L-asparagine [C@@H]1([C@@H](O)[C@H](O)[C@H](O1)CO)N1C(N=C(C=C1)NC(C[C@H](N)C(=O)O)=O)=O